Dibutyl-(dimethylamino)germanium hydride C(CCC)[GeH](N(C)C)CCCC